O1N=C(C=C1)C1=NOC=C1 isoxazolyl-(Isoxazole)